4-(6-cyanopyridin-3-yl)-thiophene-2-carbaldehyde C(#N)C1=CC=C(C=N1)C=1C=C(SC1)C=O